acryloxy-γ-butyrolactone C(C=C)(=O)OC1C(=O)OCC1